[4-(4-methyl-1,3-thiazol-5-yl)phenyl]methylamine CC=1N=CSC1C1=CC=C(C=C1)CN